CC=1OC2=C(N1)C(C(CO2)O)O 2-methyl-6,7-dihydro-5H-pyrano[3,2-d]oxazole-6,7-diol